C(C)(C)(C)OC(=O)NCC1=NC=C2C=CC(=NC2=C1)C1=CC(=CC(=N1)N1CCN(C2(CC2)C1)C(=O)OC(C)(C)C)F tert-butyl 7-(6-(7-(((tert-butoxycarbonyl)amino)methyl)-1,6-naphthyridin-2-yl)-4-fluoropyridin-2-yl)-4,7-diazaspiro[2.5]octane-4-carboxylate